4-((1-((4-(2-(2-aminopyridin-3-yl)-5-(4-fluorophenyl)-3H-imidazo[4,5-b]pyridin-3-yl)phenyl)methyl-d2)piperidin-4-yl)(methyl-d3)amino)pyrimidine-2-carbonitrile NC1=NC=CC=C1C1=NC=2C(=NC(=CC2)C2=CC=C(C=C2)F)N1C1=CC=C(C=C1)C(N1CCC(CC1)N(C1=NC(=NC=C1)C#N)C([2H])([2H])[2H])([2H])[2H]